C(C1=CC=CC=C1)SC1=CC(=C(CN2C(OCC=3C=NC=4C(=CC=CC4C32)OC)=O)C(=C1)F)F 1-(4-(Benzylthio)-2,6-difluorobenzyl)-7-methoxy-1,4-dihydro-2H-[1,3]oxazino[5,4-c]quinolin-2-one